[4-(5-Bromo-6-methylsulfanyl-indazol-2-yl)cyclohexyl]methanol BrC1=CC2=CN(N=C2C=C1SC)C1CCC(CC1)CO